N-(2-fluorophenyl)-6,7-dihydro-3-methyl-6-[4-(trifluoromethyl)phenyl]-5H-pyrrolo[2,1-c]-1,2,4-triazole-7-carboxamide FC1=C(C=CC=C1)NC(=O)C1C(CN2C1=NN=C2C)C2=CC=C(C=C2)C(F)(F)F